C(C)(C)(C)OC(=O)N1C(C2=CC=CC=C2CC1)OCCC1=C(C=NN1C)Br [2-(4-bromo-1-methyl-1H-pyrazol-5-yl)ethoxy]-3,4-dihydroisoquinoline-2(1H)-carboxylic acid tert-butyl ester